ClC1=C(C=CC2=C1C(=NCC=1N2C=NC1C(=O)O)C1=C(C=CC(=C1)O)F)C(F)(F)F 7-chloro-6-(2-fluoro-5-hydroxy-phenyl)-8-(trifluoromethyl)-4H-imidazo[1,5-a][1,4]benzodiazepine-3-Carboxylic acid